[Au].FC(C(=O)O)(F)F trifluoroacetic acid gold